((1R,3S,5S)-2-(2-(3-acetyl-5-(2-methylpyrimidin-5-yl)-1H-indazol-1-yl)acetyl)-3-((6-bromopyridin-2-yl)carbamoyl)-2-azabicyclo[3.1.0]hexan-5-yl)methyl diethyl phosphate P(=O)(OC[C@]12C[C@H](N([C@@H]2C1)C(CN1N=C(C2=CC(=CC=C12)C=1C=NC(=NC1)C)C(C)=O)=O)C(NC1=NC(=CC=C1)Br)=O)(OCC)OCC